F[C@]1(C[C@H](NC1=O)COC1=CC=NC2=CC(=C(C=C12)OC)C(=O)N)CCF 4-{[(2s,4r)-4-fluoro-4-(2-fluoroethyl)-5-oxopyrrolidin-2-yl]methoxy}-6-methoxyquinoline-7-carboxamide